Cl[C@@H](CC(=O)[O-])CCCCCCC (R)-3-chloro-1-n-decanoate